O=C1N(CCCC1)CCCCCCN1C2=C(SCC1)C=CC(=C2)C(F)(F)F 4-(6-(2-oxopiperidin-1-yl)hexyl)-6-(trifluoromethyl)-2H-benzo[b][1,4]thiazine